CC=1N=C(SC1NC1=NC=C(C(=C1)NCCCNC(=O)C1CCC1)C(F)(F)F)C1CCN(CC1)C N-(3-((2-((4-methyl-2-(1-methylpiperidin-4-yl)thiazol-5-yl)amino)-5-(trifluoromethyl)pyridin-4-yl)amino)propyl)cyclobutanecarboxamide